4-butyloctyl 2,3,4,5-tetrabromobenzoate BrC1=C(C(=O)OCCCC(CCCC)CCCC)C=C(C(=C1Br)Br)Br